BrC=1C=NC(=NC1)N1CCC(CC1)OCC1CCN(CC1)C(=O)OC(C)(C)C tert-butyl 4-[[1-(5-bromopyrimidin-2-yl)-4-piperidyl]oxymethyl]piperidine-1-carboxylate